tert-butyl (5-(3-hydroxyprop-1-yn-1-yl)pyrazin-2-yl)(methyl)carbamate OCC#CC=1N=CC(=NC1)N(C(OC(C)(C)C)=O)C